1-[2-(1,3-benzothiazole-6-sulfonyl)-4H,6H-pyrrolo[3,4-c]pyrazol-5-yl]-2-methyl-2-(pyridin-2-yl)-3-[(triisopropylsilyl)oxy]propan-1-one S1C=NC2=C1C=C(C=C2)S(=O)(=O)N2N=C1C(=C2)CN(C1)C(C(CO[Si](C(C)C)(C(C)C)C(C)C)(C1=NC=CC=C1)C)=O